COC(=O)C1(CCCC1)C(=O)Cl (chloroformyl)cyclopentane-1-carboxylic acid methyl ester